FC1=C(C(=NC=C1)NC1=NN(C2=C1C=NC(=C2)C(=O)N2CCOCCC2)CC(F)(F)F)C [3-[(4-fluoro-3-methyl-2-pyridyl)amino]-1-(2,2,2-trifluoroethyl)pyrazolo[4,3-c]pyridin-6-yl]-(1,4-oxazepan-4-yl)methanone